COC=1C=C(C=CC1)NCC(=O)NCC1CCN(CC1)C1=CC=NC2=NC=CN=C21 2-(3-methoxy-phenylamino)-N-(1-pyrido[2,3-b]pyrazin-8-yl-piperidin-4-ylmethyl)-acetamide